[1,4]oxazepine-4(5H)-carboxylate O1C=CN(CC=C1)C(=O)[O-]